C[C@]12[C@H]3CC[C@@]4(C(=CC[C@H]4[C@@H]3CC=C2C[C@H](CC1)NC(CCCCCCC(=O)NO)=O)C=1C=NC=CC1)C N1-((3S,8R,9S,10R,13S,14S)-10,13-dimethyl-17-(pyridin-3-yl)-2,3,4,7,8,9,10,11,12,13,14,15-dodecahydro-1H-cyclopenta[a]phenanthren-3-yl)-N8-hydroxyoctanediamide